C(C)OC=1C=CC(=NC1)C(NC=1C=NC=CC1)=S 5-ethoxy-N-(pyridin-3-yl)pyridine-2-thioamide